C(C)(C)NC1=C(C=NC2=CC=C(C=C12)C=1C=NNC1)C(=O)NC1CCN(CC1)C(=O)OCC ethyl 4-(4-(isopropylamino)-6-(1H-pyrazol-4-yl) quinoline-3-carboxamido)piperidine-1-carboxylate